ClC1=CC(=C(C=N1)OC[C@@H]1CN(CCO1)C(=O)[O-])C1=CC=2N(C=C1)N=C(C2)NC2=NC(=NC(=C2)C)C (S)-2-(((6-chloro-4-(2-((2,6-dimethylpyrimidin-4-yl)amino)pyrazolo[1,5-a]pyridin-5-yl)pyridin-3-yl)oxy)methyl)morpholine-4-carboxylate